5-[6-(2-fluoro-benzyloxy)naphthalen-2-ylmethyl]-thiazolidine-2,4-dione FC1=C(COC=2C=C3C=CC(=CC3=CC2)CC2C(NC(S2)=O)=O)C=CC=C1